(4-(3-((tetrahydro-2H-pyran-4-yl)methoxy)oxetan-3-yl)phenyl)(4-(4-(trifluoromethyl)phenoxy)piperidin-1-yl)methanone O1CCC(CC1)COC1(COC1)C1=CC=C(C=C1)C(=O)N1CCC(CC1)OC1=CC=C(C=C1)C(F)(F)F